C(=O)(O)C1=C(C=C(C(=O)OC(C)C)C#N)C=CC(=C1)O isopropyl 2-carboxy-4-hydroxy-α-cyanocinnamate